ClC1=C(C=CC(=C1)[N+](=O)[O-])NC(C(CC(C)C)C=1C(=C(C(=O)N)C=CC1)O)=O (1-((2-chloro-4-nitrophenyl)amino)-4-methyl-1-oxopentan-2-yl)-2-hydroxybenzamide